5-(4-chlorophenyl)-1,3,4-oxadiazole ClC1=CC=C(C=C1)C1=NN=CO1